C1(=C(C=CC=C1)N(C1=C(C=CC=C1)C)C1=CC=C(C=C1)C1(CCCCC1)C1=CC=C(C=C1)N(C1=C(C=CC=C1)C)C1=C(C=CC=C1)C)C di[4-(N,N-ditolylamino)phenyl]cyclohexane